ClC1=NC=2N([C@H](C(NC2C(=N1)C)=O)C)C([2H])([2H])[2H] (S)-2-chloro-4,7-dimethyl-8-(methyl-d3)-7,8-dihydropteridin-6(5H)-one